C1=CC=CC2=CC3=CC=CC=C3C(=C12)C1=CC=[N+](C=C1)CC(=O)NN 4-(anthracen-9-yl)-1-(2-hydrazino-2-oxoethyl)pyridin-1-ium